rac-7-(3-((benzyloxy)methyl)-4-ethyl-5-oxo-4,5-dihydro-1H-1,2,4-triazol-1-yl)-6-fluoro-1-isopropyl-3-methyl-3-(o-tolyl)-2,3-dihydroquinolin-4(1H)-one C(C1=CC=CC=C1)OCC1=NN(C(N1CC)=O)C1=C(C=C2C([C@@](CN(C2=C1)C(C)C)(C1=C(C=CC=C1)C)C)=O)F |r|